4,4'-(2-(4-bromophenyl)-2-phenylethene-1,1-diyl)bis(methoxybenzene) COC1=CC=C(C=C1)C(=C(C2=CC=CC=C2)C3=CC=C(C=C3)Br)C4=CC=C(C=C4)OC